C12(OCC(C1)C2)C(=O)O 2-oxabicyclo[2.1.1]Hexane-1-carboxylic acid